2-(4-chloro-2-ethylsulfanyl-5-nitro-phenyl)-3-methyl-6-(trifluoromethyl)imidazo[4,5-b]pyridine ClC1=CC(=C(C=C1[N+](=O)[O-])C1=NC=2C(=NC=C(C2)C(F)(F)F)N1C)SCC